(S)-6-(2,2-difluoro-6-(2-methylpyridin-4-yl)morpholino)-8-(6-(difluoromethyl)pyridin-3-yl)-2,3-dimethylpyrido[3,4-d]pyrimidin-4(3H)-one FC1(O[C@H](CN(C1)C1=CC2=C(N=C(N(C2=O)C)C)C(=N1)C=1C=NC(=CC1)C(F)F)C1=CC(=NC=C1)C)F